N-((3-(dimethylamino)propyl)carbamothioyl)adamantane-1-carboxamide CN(CCCNC(=S)NC(=O)C12CC3CC(CC(C1)C3)C2)C